C(C)(=O)C1=C(C(=C(C=2C3(C(OC21)=CC(C(C3=O)=C(C)NC3=NC=C(N=C3)N)=O)C)O)C)O 6-acetyl-2-(1-((5-aminopyrazin-2-yl)amino)ethylidene)-7,9-dihydroxy-8,9b-dimethyldibenzo[b,d]furan-1,3(2H,9bH)-dione